C(C)(C)(C)NS(=O)(=O)C1=NC=CC(=C1)NC(=O)C=1C(=NC(=C(C1)Cl)OC)N1CCC(CCC1)(F)F N-[2-(tert-butylsulfamoyl)pyridin-4-yl]-5-chloro-2-(4,4-difluoroazepan-1-yl)-6-methoxypyridine-3-carboxamide